O(S(=O)(=O)C(F)(F)F)C1=CC2=CC3=CC=C(C=C3C=C2C=C1)CCCCCCCC 6-octylanthracene-2-yl triflate